(4-hydroxy-4-methylpentyl)cyclohex-3-ene-1-carbaldehyde OC(CCCC1(CC=CCC1)C=O)(C)C